inden-6-yl trifluoromethanesulfonate FC(S(=O)(=O)OC1=CC=C2C=CCC2=C1)(F)F